1-(4-(((7-fluorobenzo[d]thiazol-2-yl)(4-methoxyphenethyl)amino)-methyl)phenyl)pyrrolidine-3-carboxylic acid FC1=CC=CC=2N=C(SC21)N(CCC2=CC=C(C=C2)OC)CC2=CC=C(C=C2)N2CC(CC2)C(=O)O